1-(2,4-Dichloro-phenyl)-5-[4-(4-fluoro-but-1-ynyl)-phenyl]-4-methyl-1H-pyrazole-3-carboxylic acid piperidin-1-ylamide N1(CCCCC1)NC(=O)C1=NN(C(=C1C)C1=CC=C(C=C1)C#CCCF)C1=C(C=C(C=C1)Cl)Cl